2-Bromo-4-{4-[difluoro(phenyl)methyl]-2,6-dioxo-3,6-dihydropyrimidin-1(2H)-yl}-5-methoxybenzonitrile BrC1=C(C#N)C=C(C(=C1)N1C(NC(=CC1=O)C(C1=CC=CC=C1)(F)F)=O)OC